C(#N)C1=CC=C(C=N1)C1=CC=2N(C=C1)C(=CN2)C2=CC(=C(C(=O)NCC)C(=C2)OC)OC(F)F 4-[7-(6-cyano-3-pyridinyl)imidazo[1,2-a]pyridin-3-yl]-2-(difluoromethoxy)-N-ethyl-6-methoxy-benzamide